ClC1=C(C=CC=C1OCC)C(CC)NCC=1C=CC(=NC1)C(=O)OC Methyl 5-(((1-(2-chloro-3-ethoxyphenyl)propyl)amino)methyl)picolinate